Cl.Cl.NCC1=CC=C(C=C1)C=1N(N=C2C1N=CN(C2=O)CC2(CCN(CC2)CC2=C(C=C(C=C2)C2=CCCC2)Cl)O)C 3-(4-(aminomethyl)phenyl)-6-((1-(2-chloro-4-(cyclopent-1-en-1-yl)benzyl)-4-hydroxypiperidin-4-yl)methyl)-2-methyl-2,6-dihydro-7H-pyrazolo[4,3-d]pyrimidin-7-one dihydrochloride